pyrrolidin-3-yl-2,2-diphenyl-butyramide N1CC(CC1)C(C(C(=O)N)(C1=CC=CC=C1)C1=CC=CC=C1)C